(E)-1-(4-methoxybenzyl)-5-(2-(4-methylpyrimidin-2-yl)vinyl)-3H-imidazo[4,5-b]pyridine COC1=CC=C(CN2CNC3=NC(=CC=C32)\C=C\C3=NC=CC(=N3)C)C=C1